C1(CC1)CN1C(NC2=NC=C(C=C21)C2=CC=C(C=C2)OC)=O 1-(cyclopropylmethyl)-6-(4-methoxyphenyl)-3H-imidazo[4,5-b]pyridin-2-one